C(C(CCC)CCC)(=O)O Valproic Acid